N-(3-(dimethylamino)propyl)-1-methyl-4-(1-methyl-4-nitro-1H-pyrrole-2-carboxamido)-1H-pyrrole-2-carboxamide CN(CCCNC(=O)C=1N(C=C(C1)NC(=O)C=1N(C=C(C1)[N+](=O)[O-])C)C)C